C(C1=CC=CC=C1)(C1=CC=CC=C1)N1CC2CCC(C1)N2C(=O)C=2C=C1C(N(C(C1=CC2)=O)C2C(NC(CC2)=O)=O)=O 5-(3-benzhydryl-3,8-diazabicyclo[3.2.1]octane-8-carbonyl)-2-(2,6-dioxopiperidin-3-yl)isoindoline-1,3-dione